C/C/1=C/2\\[C@@]([C@@H](C(=N2)/C=C\\3/[C@@]([C@@H](/C(=C/C4=C(C(=C(N4)CC5=C(C(=C1N5)CC(=O)O)CCC(=O)O)CCC(=O)O)CC(=O)O)/N3)CCC(=O)O)(C)CC(=O)O)CCC(=O)O)(C)CC(=O)O The molecule is the intermediate in the biosynthesis of vitamin B12 from uroporphyrinogen III in which three methyl groups have been introduced at positions 2, 7 and 20 of the tetrapyrrole framework. It is a conjugate acid of a precorrin-3A(7-).